FC(C(F)(F)F)(C(F)(F)F)N(C(F)(F)F)C(F)(F)F Perfluoro-dimethyl-iso-propylamin